5-((bis(((S)-1-isopropoxy-1-oxopropan-2-yl)amino)phosphoryl)methyl)benzo[b]thiophene-2-carboxylic acid C(C)(C)OC([C@H](C)NP(=O)(N[C@H](C(OC(C)C)=O)C)CC1=CC2=C(SC(=C2)C(=O)O)C=C1)=O